ClC=1C(=C2C=NNC2=CC1C)C1=CC=C2C(=NC(=NC2=C1F)OC[C@]12CCCN2C[C@@H](C1)F)N([C@H]1CNCC1)C 7-(5-chloro-6-methyl-1H-indazol-4-yl)-8-fluoro-2-(((2R,7aS)-2-fluorotetrahydro-1H-pyrrolizin-7a(5H)-yl)methoxy)-N-methyl-N-((R)-pyrrolidin-3-yl)quinazolin-4-amine